COCCOCCOCCO 2-[2-(2-Methoxyethoxy)ethoxy]ethanol